OC1=C(C=C(C=C1C(C)(C)CC)C(C)(C)CC)N1N=C2C(=N1)C=CC=C2 (2-[2-hydroxy-3,5-di-tert-amylphenyl])-2H-benzotriazole